3-(5-(((1S,2R)-2-(bis(((1r,4R)-4-methoxycyclohexyl)methyl)amino)cyclohexyl)oxy)-1-oxoisoindolin-2-yl)piperidine-2,6-dione COC1CCC(CC1)CN([C@H]1[C@H](CCCC1)OC=1C=C2CN(C(C2=CC1)=O)C1C(NC(CC1)=O)=O)CC1CCC(CC1)OC